C(C)(C)(C)[Si](C)(C)OC1=C(C=C(C(=C1)OC)B1OC(C(O1)(C)C)(C)C)OC tert-butyl(2,5-dimethoxy-4-(4,4,5,5-tetramethyl-1,3,2-dioxaborolan-2-yl)phenoxy)dimethylsilane